C(C)(C)(C)C(COCCOCCOCCOCCOCCC(=O)[O-])NC1=CC(=C(C=C1)C(NC=1SC(=C(N1)C)[N+](=O)[O-])=O)NC(C)=O tert-butyl-((3-acetamido-4-((4-methyl-5-nitrothiazol-2-yl) carbamoyl) phenyl) amino)-3,6,9,12,15-pentoxaoctadecane-18-oate